2-(2-(((2S,4R)-1-((S)-2-(1-Fluorocyclopropane-1-carboxamido)-3,3-dimethylbutanoyl)-4-hydroxypyrrolidine-2-carboxamido)methyl)-5-(4-methylthiazol-5-yl)phenoxy)acetic acid FC1(CC1)C(=O)N[C@H](C(=O)N1[C@@H](C[C@H](C1)O)C(=O)NCC1=C(OCC(=O)O)C=C(C=C1)C1=C(N=CS1)C)C(C)(C)C